4-amino-8-(5-cyanopyrimidin-4-yl)-7-fluoro-N-propylisoquinoline-3-carboxamide NC1=C(N=CC2=C(C(=CC=C12)F)C1=NC=NC=C1C#N)C(=O)NCCC